4-(3-Fluorophenoxy)-1-methoxy-2-nitrobenzene FC=1C=C(OC2=CC(=C(C=C2)OC)[N+](=O)[O-])C=CC1